2-[4-(trifluoromethyl)phenyl]methyloxirane FC(C1=CC=C(C=C1)CC1OC1)(F)F